CN1N=CN=C1C(=O)OC(COCC1OC1)COCC1OC1 1,3-bis(oxiran-2-ylmethoxy)propan-2-ol methyl-1H-1,2,4-triazole-5-carboxylate